C(C)(C)(C)C1=NN=C(O1)C=1C(=NC(=NC1)NC1=CC=C(C(=O)N(C)C)C=C1)N[C@H](CO)C1=CC=CC=C1 4-[[5-(5-tert-butyl-1,3,4-oxadiazol-2-yl)-4-[[(1S)-2-hydroxy-1-phenyl-ethyl]amino]pyrimidin-2-yl]amino]-N,N-dimethyl-benzamide